methyl 4-(2,5-dioxa-pyrrolidin-1-yl)-4-oxo-butyrate N1(OCCO1)C(CCC(=O)OC)=O